1-(4-{2-[1-(2-Ethoxy-ethyl)-3-methyl-1H-pyrazol-4-ylamino]-thiazol-4-yl}-phenyl)-pyrrolidin-2-one C(C)OCCN1N=C(C(=C1)NC=1SC=C(N1)C1=CC=C(C=C1)N1C(CCC1)=O)C